Cl.Cl.N1=CN=C(C2=C1NC=C2)C=2C=NN(C2)C2(CNC2)CC#N (3-(4-(7H-pyrrolo[2,3-d]pyrimidin-4-yl)-1H-pyrazol-1-yl)azetidin-3-yl)acetonitrile dihydrochloride